C(C)O/C=C/C1=C(N=C(O1)C)C (E)-5-(2-ethoxyvinyl)-2,4-dimethyloxazole